CC1=C(C=CC=C1C)N1CCN(CC1)C(CN1N=C(C2=C1CCC2)C(=O)N2CCN(CC2)C([C@@H](C)O)=O)=O (R)-1-(4-(1-(2-(4-(2,3-Dimethylphenyl)piperazin-1-yl)-2-oxoethyl)-1,4,5,6-tetrahydrocyclopenta[c]pyrazol-3-carbonyl)piperazin-1-yl)-2-hydroxypropan-1-on